2-{[7-amino-4-(1-methyl-1H-pyrazol-4-yl)-1-oxo-2,3-dihydro-1H-isoindol-2-yl]methyl}prop-2-enenitrile NC=1C=CC(=C2CN(C(C12)=O)CC(C#N)=C)C=1C=NN(C1)C